N1C(=CC=2C=NC=CC21)C2=NNC=1C2=NC=CC1 3-(1h-pyrrolo[3,2-c]pyridine-2-yl)-1h-pyrazolo[4,3-b]pyridine